COC1=CC=C(CN(C2=CC(=C(C(=N2)C=2C(=C3C=4C(=NC=NC4C2)N[C@H](CO3)CC#N)Cl)C(F)(F)F)C)CC3=CC=C(C=C3)OC)C=C1 (S)-2-(9-(6-(bis(4-methoxybenzyl)amino)-4-methyl-3-(trifluoromethyl)pyridin-2-yl)-8-chloro-5,6-dihydro-4H-[1,4]oxazepino[5,6,7-de]quinazolin-5-yl)acetonitrile